tert-butyl (S)-(1-((3-fluoro-4-(2-oxo-1,2-dihydropyrimidin-5-yl)phenyl)amino)-1-oxo-3,3-diphenylpropan-2-yl)carbamate FC=1C=C(C=CC1C=1C=NC(NC1)=O)NC([C@H](C(C1=CC=CC=C1)C1=CC=CC=C1)NC(OC(C)(C)C)=O)=O